[Br-].C[N+](CCCCCCCCCCCCCCCCCC)(CCCCCCCCCCCCCCCCCC)C dimethyl-bis(octadecyl)ammonium bromide